ethyl 5-(cyclobutoxy)-2-fluoro-4-(pyrrolidin-1-ylsulfonylcarbamoyl)benzoate C1(CCC1)OC=1C(=CC(=C(C(=O)OCC)C1)F)C(NS(=O)(=O)N1CCCC1)=O